(Z)-1-acetyl-2-((5-(1-methyl-1H-pyrazol-4-yl)-6-(morpholine-4-carbonyl)quinolin-2-yl)methylene)-indolin-3-one C(C)(=O)N1\C(\C(C2=CC=CC=C12)=O)=C/C1=NC2=CC=C(C(=C2C=C1)C=1C=NN(C1)C)C(=O)N1CCOCC1